(3aR,5r,6aS)-5-(3-fluorophenyl)octahydrocyclopenta[c]pyrrole monohydrochloride Cl.FC=1C=C(C=CC1)C1C[C@@H]2[C@@H](CNC2)C1